C(C)(C)(C)OC(=O)N1CC2(C1)CN(CC2)C2=NC=1CCCCC1C(=N2)N[C@H](CC(=O)NC)CC(C)C.CC(=C(C=O)C)CCCC dimethyl-heptenal tert-butyl-(S)-6-(4-((5-methyl-1-(methylamino)-1-oxohexan-3-yl)amino)-5,6,7,8-tetrahydroquinazolin-2-yl)-2,6-diazaspiro[3.4]octane-2-carboxylate